C(C)(=O)N1CCC(CC1)NC1=NC=C2C3(CN(C(C2=C1)=O)C[C@@H](CN1CC2=C(CC1)SC=C2)O)CC3 (R)-7'-((1-acetylpiperidin-4-yl)amino)-2'-(3-(6,7-dihydrothieno[3,2-c]pyridin-5(4H)-yl)-2-hydroxypropyl)-2',3'-dihydro-1'H-spiro[cyclopropane-1,4'-[2,6]naphthyridin]-1'-one